3-(N-(3-(dimethylamino)propyl)undecylsulfonamido)dodecanoic acid (Z)-dec-4-en-1-yl ester C(CC\C=C/CCCCC)OC(CC(CCCCCCCCC)N(S(=O)(=O)CCCCCCCCCCC)CCCN(C)C)=O